BrC1=CC=C(C=C1)C1OCCOC1 2-(4-bromophenyl)-1,4-dioxane